NC(COCCC#N)COCCC#N 3,3'-((2-aminopropane-1,3-diyl)bis(oxy))dipropanenitrile